CC(C)CCCCCCCC(=O)N[C@@H]1[C@H]([C@@H]([C@H](O[C@H]1OC2=C3C=C4C=C2OC5=C(C=C(C=C5)[C@H]([C@H]6C(=O)N[C@@H](C7=C(C(=CC(=C7)O)O[C@@H]8[C@H]([C@H]([C@@H]([C@H](O8)CO)O)O)O)C9=C(C=CC(=C9)[C@H](C(=O)N6)NC(=O)[C@@H]4NC(=O)[C@@H]1C2=CC(=CC(=C2)OC2=C(C=CC(=C2)[C@H](C(=O)N[C@H](CC2=CC(=C(O3)C=C2)Cl)C(=O)N1)N)O)O)O)C(=O)O)O[C@H]1[C@@H]([C@H]([C@@H]([C@H](O1)CO)O)O)NC(=O)C)Cl)CO)O)O The molecule is a teicoplanin A2 that has 9-methyldecanoyl as the variable N-acyl group. It has a role as a bacterial metabolite.